ClC(CC(=O)O)CCC(=O)O 3-chloroadipic acid